vinylcyclohexylbenzonitrile C=CC1CCC(CC1)C2=CC=C(C=C2)C#N